OC(=O)C(F)(F)F.ClC1=CC(=C(C=C1)N1CCC2(CC1)C=1C=CC(=NC1CN(C2=O)C[C@H]2CNCC2)C=2C(=NC=CC2)OCC)C(F)(F)F 1'-[4-chloro-2-(trifluoromethyl)phenyl]-2-(2-ethoxypyridin-3-yl)-7-[[(3R)-pyrrolidin-3-yl]methyl]spiro[8H-1,7-naphthyridine-5,4'-piperidine]-6-one TFA salt